4-(benzyloxy)-2-bromo-5-(1,3-dioxolan-2-yl)benzoic acid C(C1=CC=CC=C1)OC1=CC(=C(C(=O)O)C=C1C1OCCO1)Br